N-(4-(4-((5-(2,4-dioxotetrahydropyrimidin-1(2H)-yl)pyridin-2-yl)methyl)piperazin-1-yl)-3-(trifluoromethyl)phenyl)-3-(imidazo[1,2-b]pyridazin-3-ylethynyl)-4-methylbenzamide O=C1N(CCC(N1)=O)C=1C=CC(=NC1)CN1CCN(CC1)C1=C(C=C(C=C1)NC(C1=CC(=C(C=C1)C)C#CC1=CN=C2N1N=CC=C2)=O)C(F)(F)F